C(C1=CC=CC=C1)OC1=C(C=C(C=C1)F)C1CCN(CC1)[C@@H]1COC2(CNC2)C1 (S)-7-(4-(2-(benzyloxy)-5-fluorophenyl)piperidin-1-yl)-5-oxa-2-azaspiro[3.4]octane